(R)-2-((2-((1r,4R)-4-aminocyclohexyl)propan-2-yl)amino)-1-(5-fluoropyridin-3-yl)ethan-1-ol NC1CCC(CC1)C(C)(C)NC[C@H](O)C=1C=NC=C(C1)F